C(#N)C=1C=C(C=CC1C1CCCC1)NC(C1=C(C=CC(=C1)[N+](=O)[O-])SC1=NN=NN1C)=O N-(3-cyano-4-cyclopentylphenyl)-2-[(1-methyl-1H-1,2,3,4-tetrazol-5-yl)sulfanyl]-5-nitrobenzamide